(S)-benzyl tert-butyl (1-(5-(2-methoxyquinolin-3-yl)-1H-imidazol-2-yl)pentane-1,5-diyl)dicarbamate COC1=NC2=CC=CC=C2C=C1C1=CN=C(N1)[C@H](CCCCNC(OC(C)(C)C)=O)NC(OCC1=CC=CC=C1)=O